5-(5-chloro-2-methoxyphenyl)-N-(5-((4-hydroxybicyclo(2.2.2)octane-1-yl)methoxy)-1,3,4-thiadiazol-2-yl)pyridazine-4-carboxamide ClC=1C=CC(=C(C1)C=1C(=CN=NC1)C(=O)NC=1SC(=NN1)OCC12CCC(CC1)(CC2)O)OC